C(C)(=O)NC=1C(=CC=C2C=C(C(NC12)=O)C(=O)O)C(C)C 8-acetamido-7-isopropyl-2-oxo-1,2-dihydroquinoline-3-carboxylic acid